BrC1=CN=CC(=N1)C1(COCC1)O 3-(6-bromopyrazin-2-yl)tetrahydrofuran-3-ol